C(C)(C)(C)OC(N[C@@H]1CN(CC1)C1=NC(=CC(=C1)C1CC1)Cl)=O (S)-(1-(6-chloro-4-cyclopropylpyridin-2-yl)pyrrolidin-3-yl)carbamic acid tert-butyl ester